C(=O)O.ONC(CCCC)=O N-hydroxypentanamide formate